(4R,5S)-4-Hydroxy-5-((S)-5H-imidazo[5,1-a]isoindol-5-yl)-4,5,6,7-tetrahydropyrazolo[1,5-a]pyridin-3-carbonitril O[C@H]1C=2N(CC[C@H]1[C@@H]1N3C(C4=CC=CC=C14)=CN=C3)N=CC2C#N